Chromium (III) lactate C(C(O)C)(=O)[O-].[Cr+3].C(C(O)C)(=O)[O-].C(C(O)C)(=O)[O-]